S(=O)(=O)([O-])[O-].N[C@@H](CCCCN)C(=O)[O-].[Mn+3] manganese monolysinate sulphate